2-((3,3-difluoropiperidin-1-yl)methyl)-7-(5-fluoro-2-(((3S,4R)-3-hydroxytetrahydro-2H-pyran-4-yl)amino)pyrimidin-4-yl)-1-isopropyl-3-methylquinolin-4(1H)-one FC1(CN(CCC1)CC=1N(C2=CC(=CC=C2C(C1C)=O)C1=NC(=NC=C1F)N[C@H]1[C@@H](COCC1)O)C(C)C)F